NC1=NC=C2N(C(N(C2=N1)[C@@H]1O[C@@H](C[C@H]1O)CO)=O)CC(=O)NO 2-(2-amino-9-((2R,3R,5S)-3-hydroxy-5-(hydroxymethyl)tetrahydrofuran-2-yl)-8-oxo-8,9-dihydro-7H-purin-7-yl)-N-hydroxyacetamide